tert-Butyl 4-[(3-methoxy-4-methoxycarbonyl-phenyl)methylene]piperidine-1-carboxylate COC=1C=C(C=CC1C(=O)OC)C=C1CCN(CC1)C(=O)OC(C)(C)C